CC1=NC=C(C(=C1)C1=CC=2N(C=C1)N=C(C2)NC(=O)C2CC2)OC[C@@H]2CN[C@@H](CO2)C N-[5-[2-methyl-5-[[(2S,5R)-5-methylmorpholin-2-yl]methoxy]-4-pyridyl]pyrazolo[1,5-a]pyridin-2-yl]cyclopropanecarboxamide